ClC1=NC=CC(=C1Cl)OC1=NC=C(C=C1)[N+](=O)[O-] 2,3-dichloro-4-((5-nitropyridin-2-yl)oxy)pyridine